6-((1S,2S)-2-fluorocyclopropane-1-carboxamido)-4-((4-methoxy-5-(1,1,1-trifluoropropan-2-yl)pyrazolo[1,5-c]pyrimidin-3-yl)amino)-N-(methyl-d3)nicotinamide potassium 2-ethyl-1-hexanoate C(C)C(C(=O)[O-])CCCC.[K+].F[C@@H]1[C@@H](C1)C(=O)NC1=NC=C(C(=O)NC([2H])([2H])[2H])C(=C1)NC=1C=NN2C=NC(=C(C21)OC)C(C(F)(F)F)C